NC1=NN2C(C=C(C=C2)C=2C=C(C(=NC2)OCC)C(=O)NCC2=C(C=CC=C2)OCC2CC2)=N1 5-{2-amino-[1,2,4]triazolo[1,5-a]pyridin-7-yl}-N-{[2-(cyclopropylmethoxy)phenyl]methyl}-2-ethoxypyridine-3-carboxamide